FC1=C(C=CC(=C1)F)C1=CC2=C(C(N(C=C2C2=CC(N(C=C2C2=CC=CC=3COCC32)C)=O)C)=O)N1 4-[2-(2,4-difluorophenyl)-6-methyl-7-oxo-1H-pyrrolo[2,3-c]pyridin-4-yl]-5-(1,3-dihydro-2-benzofuran-4-yl)-1-methylpyridin-2-one